COC=1N=C2C(=CC=NC2=CC1OC)OC1=C(C=C(C=C1)NC(=O)C=1N=NC(=C(C1SC)C1=CC=C(C=C1)F)C)F N-[4-[(6,7-dimethoxy-1,5-naphthyridin-4-yl)oxy]-3-fluorophenyl]-5-(4-fluorophenyl)-6-methyl-4-methylsulfanylpyridazine-3-carboxamide